ClCC=1N=C2N(N=C(C=N2)C2=C(C(=CC=C2)F)C)C1 6-(chloromethyl)-2-(3-fluoro-2-methyl-phenyl)imidazo[1,2-b][1,2,4]triazine